NC1=NNC2=CC=C(C(=C12)C)C1=C(C=C(C=C1)S(=O)(=O)NC1CC(CCC1)C#N)C 4-(3-amino-4-methyl-1H-indazol-5-yl)-N-(3-cyanocyclohexyl)-3-methylbenzenesulfonamide